CC1=C(N=C(S1)C=O)C1=C(C=NN1C)Cl 5-methyl-4-(4-chloro-1-methyl-1H-pyrazol-5-yl)thiazole-2-carbaldehyde